CO[C@@H]1C[C@H](CC1)NC1=CC=NC=C1 N-((1S,3S)-3-methoxycyclopentyl)pyridin-4-amine